N(=NC(C)(C)C1=CC=CC=C1)C(C)(C)C1=CC=CC=C1 2,2'-azobis(2-phenylpropane)